5-[6-(benzyloxy)-8-fluoro-1-oxo-1,2,3,4-tetrahydroisoquinolin-7-yl]-1λ6,2,5-thiadiazolidine-1,1,3-trione, ammonium salt [NH4+].C(C1=CC=CC=C1)OC=1C=C2CCNC(C2=C(C1N1CC(NS1(=O)=O)=O)F)=O